2-amino-5-(2-chloro-4-((2-methylpyrrolidin-1-yl)methyl)phenyl)-N-(4-hydroxy-4-methylcyclohexyl)nicotinamide NC1=C(C(=O)NC2CCC(CC2)(C)O)C=C(C=N1)C1=C(C=C(C=C1)CN1C(CCC1)C)Cl